(7S)-3-({[(2R)-1-Hydroxypropan-2-yl]carbamoyl}methyl)-7-methyl-2-[2-(1H-pyrazol-1-yl)ethyl]-3H,6H,7H,8H,9H-imidazo[4,5-f]chinolin OC[C@@H](C)NC(=O)CN1C(=NC2=C3CC[C@@H](NC3=CC=C21)C)CCN2N=CC=C2